[Na].OC=1[C@H](OC(C1O)=O)[C@H](CO)O Vitamin C sodium salt